ClC=1C(=NC(=NC1)N1C[C@@H](C([C@@H](C1)C)(F)F)N1C(C2=CC=CC=C2C1=O)=O)NC1=CC2=C(N(C(N2CCC(C)(C)O)=O)C)C=C1 2-[(3S,5R)-1-[5-chloro-4-[[3-(3-hydroxy-3-methyl-butyl)-1-methyl-2-oxo-benzimidazol-5-yl]amino]pyrimidin-2-yl]-4,4-difluoro-5-methyl-3-piperidinyl]isoindoline-1,3-dione